The molecule is a dihydroxydocosahexaenoate that is the conjugate base of (4Z,7Z,10Z,12E,14S,16Z,19Z,21R)-dihydroxydocosahexaenoic acid, obtained by deprotonation of the carboxy group; major species at pH 7.3. It is a conjugate base of a (4Z,7Z,10Z,12E,14S,16Z,19Z,21R)-dihydroxydocosahexaenoic acid. It is an enantiomer of a (4Z,7Z,10Z,12E,14R,16Z,19Z,21S)-dihydroxydocosahexaenoate. C[C@H](/C=C\\C/C=C\\C[C@@H](/C=C/C=C\\C/C=C\\C/C=C\\CCC(=O)[O-])O)O